ClC=1C=C(C=CC1)C1N(CC1)S(=O)(=O)C1=CC=C(C)C=C1 2-(3-chlorophenyl)-N-p-toluenesulfonyl-azetidine